COC1=CC=C(C=N1)C=1N(C(=C(N1)C1=CC=CC=C1)C1=CC=CC=C1)CCCN(C)C 3-(2-(6-METHOXYPYRIDIN-3-YL)-4,5-DIPHENYL-1H-IMIDAZOL-1-YL)-N,N-DIMETHYLPROPAN-1-AMINE